C(C)(C)(C)OC(=O)NC1=C(COC2=CC=CC(=N2)C2=CC(=C(CC3=NC4=C(N3CCOC)C=C(C=C4)C(=O)OC)C=C2)F)C=CC=C1 Methyl 2-(4-(6-((2-((tert-butoxycarbonyl)amino)benzyl)oxy)pyridin-2-yl)-2-fluorobenzyl)-1-(2-methoxyethyl)-1H-benzo[d]imidazole-6-carboxylate